C(C)(C)OC1=C(N=CC=2N1N=C(N2)N[C@@H]2[C@@H](CN(CC2)CCC=O)C)C=2C=NNC2 3-[(3R,4S)-4-[[5-isopropoxy-6-(1H-pyrazol-4-yl)-[1,2,4]triazolo[1,5-a]pyrazin-2-yl]amino]-3-methyl-1-piperidyl]propanal